FC1=C(C(=C(C=C1OC)OC)F)C1=NC(=C2C=C(N=CC2=C1)N[C@H]1[C@H](COC1)NC(C=C)=O)N1CC2(COC2)C1 N-((3R,4S)-4-((7-(2,6-difluoro-3,5-dimethoxyphenyl)-5-(2-oxa-6-azaspiro[3.3]heptan-6-yl)-2,6-naphthyridin-3-yl)amino)tetrahydrofuran-3-yl)acrylamide